2-(4-Bromo-5-fluoro-2-(((tetrahydro-2H-pyran-2-yl)oxy)methyl)phenyl)acetonitrile BrC1=CC(=C(C=C1F)CC#N)COC1OCCCC1